S(C)(=O)(=O)O.CN(CCN(C1=C(C=C(C(=C1)OC)NC1=NC=CC(=N1)C1=CN(C2=CC=CC=C12)C)[N+](=O)[O-])C)C N1-(2-(dimethylamino)ethyl)-5-methoxy-N1-methyl-N4-(4-(1-methyl-1H-indol-3-yl)pyrimidin-2-yl)-2-nitrobenzene-1,4-diamine mesylate salt